CC1=C(N)C=CC=C1OC(C)CCC 2-methyl-3-(2-pentoxy)aniline